FC1=C(CN2C(N(C(C3=CC=C(C=C23)C(=O)NCC2=C(C=C(C=C2F)F)F)C)C)=O)C(=CC=C1)C 1-(2-fluoro-6-methylbenzyl)-3,4-dimethyl-2-oxo-N-(2,4,6-trifluorobenzyl)-1,2,3,4-tetrahydro-quinazoline-7-carboxamide